OC(C1=C(O1)O)=CC=CC=CC=CCCCCCCCCCCCC hydroxyepoxydocosapentaenol